4-(2-{2-azaspiro[3.3]heptan-6-yl}-1-methyl-4-(1-methyl-1H-indazol-5-yl)-1H-imidazol-5-yl)-5-methyl-1H-indazole C1NCC12CC(C2)C=2N(C(=C(N2)C=2C=C1C=NN(C1=CC2)C)C2=C1C=NNC1=CC=C2C)C